ClC1=NC2=CC(=CC=C2C(=C1)C1(CC1)NC(C1=C(C=CC(=C1)OC[C@H]1N(CC1)C)C)=O)F (S)-N-(1-(2-Chloro-7-fluoroquinolin-4-yl)cyclopropyl)-2-methyl-5-((1-methylazetidin-2-yl)methoxy)benzamide